OCC1=CC(=C(C(=C1)C(C)(C)C)O)C(C)(C)C 4-hydroxymethyl-2,6-di-t-butylphenol